(S)-1-((7-Chloro-2-(3'-((3-(((2-hydroxyethyl)amino)-methyl)-1,7-naphthyridin-8-yl)amino)-2,2'-dimethyl-[1,1'-biphenyl]-3-yl)benzo[d]oxazol-5-yl)methyl)piperidin ClC1=CC(=CC=2N=C(OC21)C=2C(=C(C=CC2)C2=C(C(=CC=C2)NC=2N=CC=C1C=C(C=NC21)CNCCO)C)C)CN2CCCCC2